FC1=C(C=CC=C1OC)N(C(NCC1CCC(CC1)COCC(=O)O)=O)C1=CC=CC=C1 2-(((1r,4r)-4-((3-(2-fluoro-3-methoxyphenyl)-3-phenylureido)methyl)cyclohexyl)methoxy)acetic acid